2',7'-dibutyl-3',6'-bis(diethylamino)spiro[isoindolin-1,9'-xanthen]-3-one C(CCC)C1=CC=2C3(C4=CC(=C(C=C4OC2C=C1N(CC)CC)N(CC)CC)CCCC)NC(C1=CC=CC=C13)=O